ethyl (S)-3-amino-3-(2',6'-dimethylbiphenyl-3-yl)propanoate N[C@@H](CC(=O)OCC)C=1C=C(C=CC1)C1=C(C=CC=C1C)C